[N+](=O)([O-])C1=CC=C(C=N1)N1CCN(CCC1)C(C)=O 1-(4-(6-Nitropyridin-3-yl)-1,4-diazacycloheptan-1-yl)ethan-1-one